N-((6-amino-1H-indol-2-yl)methyl)-1-methylcyclopropanecarboxamide 2,2,2-trifluoroacetic acid salt FC(C(=O)O)(F)F.NC1=CC=C2C=C(NC2=C1)CNC(=O)C1(CC1)C